ClC1=NC(=NC=C1C(C(=O)OCC)C)SC ethyl 2-(4-chloro-2-(methylthio)pyrimidin-5-yl)propanoate